O=C(CCC(=O)O)CCC(CCC(=O)O)=O 4,7-Dioxosebacic Acid